N-[2,6-difluoro-3-[5-(4-methylpyrimidin-5-yl)-1H-pyrazolo[3,4-b]pyridine-3-carbonyl]phenyl]propane-1-sulfonamide FC1=C(C(=CC=C1C(=O)C1=NNC2=NC=C(C=C21)C=2C(=NC=NC2)C)F)NS(=O)(=O)CCC